FC1=CC=C(C=C1)C1=C(CCCC1)C(=O)N1CCN(CC1)C(=O)C=1C=C2CN(C(C2=CC1)=O)C1C(NC(CC1)=O)=O 3-(5-(4-(4'-fluoro-3,4,5,6-tetrahydro-[1,1'-biphenyl]-2-carbonyl)-piperazine-1-carbonyl)-1-oxoisoindolin-2-yl)piperidine-2,6-dione